CC=1C(=NC=CC1)S(=O)(=O)NC1=C2CN(CC2=CC=C1)C 3-methyl-N-(2-methyl-isoindolin-4-yl)pyridine-2-sulfonamide